NC=1C(=C(C=C2C=C(N=CC12)NC1=NN2CC(N(CCC2=C1)C)=O)N1C=NC(C(=C1C)C)=O)F 2-((8-amino-6-(5,6-dimethyl-4-oxopyrimidin-1(4H)-yl)-7-fluoroisoquinolin-3-yl)amino)-6-methyl-5,6-dihydro-4H-pyrazolo[1,5-d][1,4]diazepin-7(8H)-one